2-{[(αr)-6-[3-(3-methylbutyl)-2,4,5-trioxoimidazolidin-1-yl]spiro[3.3]heptan-2-yl]oxy}pyridine-3-carboxamide CC(CCN1C(N(C(C1=O)=O)C1CC2(CC(C2)OC2=NC=CC=C2C(=O)N)C1)=O)C